Lithium 2,4,6-trimethylpyridine CC1=NC(=CC(=C1)C)C.[Li]